tert-Butyl 6-((1R,2S)-2-(tert-butoxycarbonylamino)cyclohexylamino)-7-fluoro-4-(1-methyl-1H-pyrazol-4-yl)-3-oxo-1H-pyrrolo[3,4-c]pyridine-2(3H)-carboxylate C(C)(C)(C)OC(=O)N[C@@H]1[C@@H](CCCC1)NC1=C(C2=C(C(=N1)C=1C=NN(C1)C)C(N(C2)C(=O)OC(C)(C)C)=O)F